2,4,6-trimethylbenzenesulfinic acid lithium salt [Li+].CC1=C(C(=CC(=C1)C)C)S(=O)[O-]